N-[(1H-benzimidazol-2-yl)methyl]-8-cyclopropyl-2-(morpholin-4-yl)pyrazolo[1,5-a][1,3,5]triazin-4-amine N1C(=NC2=C1C=CC=C2)CNC2=NC(=NC=1N2N=CC1C1CC1)N1CCOCC1